C1(CCCCC1)CC(CCCC)=O Cyclohexyl-hexanone